1-(4-((2-aminoethyl)-amino)benzyl)-3-(4-(2-(4-bromophenyl)propan-2-yl)thiazol-2-yl)urea NCCNC1=CC=C(CNC(=O)NC=2SC=C(N2)C(C)(C)C2=CC=C(C=C2)Br)C=C1